[N+](=O)([O-])C1(CC(C(C=C1)C=CC1=CC=CC=C1)(S(=O)(=O)[O-])S(=O)(=O)[O-])[N+](=O)[O-].[Na+].[Na+] disodium 4,4-dinitrostilbene-2,2-disulfonate